ClC1=C(C=C(C=C1)[C@@H](CO)N1C(C=C(C=C1)C1=NC(=NC=C1)NC=1N(N=CC1)C)=O)F 1-[(1s)-1-(4-chloro-3-fluorophenyl)-2-hydroxyethyl]-4-[2-[(2-methylpyrazol-3-yl)amino]pyrimidin-4-yl]pyridin-2-one